C(=C)(C)CC Tert-pentene